1-(5-(5-chloro-2-methoxypyridin-4-yl)-1H-pyrazole-3-carbonyl)-N-(4-(trifluoromethoxy)benzyl)piperidine-4-carboxamide ClC=1C(=CC(=NC1)OC)C1=CC(=NN1)C(=O)N1CCC(CC1)C(=O)NCC1=CC=C(C=C1)OC(F)(F)F